C(C)N[C@@H](CC(C)C)C(=O)O ethyl-L-leucine